CC=1C=C(C=C(C1)C1=CC=CC(=C1N)C)N 5,5'-dimethyl-3,6'-diaminobiphenyl